tert-butyl ((1-(3-(2-(trifluoromethyl)-10H-phenothiazin-10-yl)propyl)piperidin-4-yl)methyl)carbamate FC(C1=CC=2N(C3=CC=CC=C3SC2C=C1)CCCN1CCC(CC1)CNC(OC(C)(C)C)=O)(F)F